O1C[C@@H](CC1)C(=O)O (R)-tetrahydrofuran-3-Carboxylic acid